3-(((4-((5-cyclopropyl-3-(2,6-dichlorophenyl)isoxazol-4-yl)methoxy)bicyclo[2.2.2]octan-1-yl)methyl)amino)-1-methyl-1H-pyrazole-5-carboxylic acid C1(CC1)C1=C(C(=NO1)C1=C(C=CC=C1Cl)Cl)COC12CCC(CC1)(CC2)CNC2=NN(C(=C2)C(=O)O)C